N1CNCC=C1 1,2,3,4-tetrahydropyrimidin